(S)-1-(4-(6-chloro-8-fluoro-7-(8-chloronaphthalen-1-yl)-2-((tetrahydro-1H-pyrrolizin-7a(5H)-yl)methoxy)quinazolin-4-yl)-3-methylpiperazin-1-yl)prop-2-en-1-one ClC=1C=C2C(=NC(=NC2=C(C1C1=CC=CC2=CC=CC(=C12)Cl)F)OCC12CCCN2CCC1)N1[C@H](CN(CC1)C(C=C)=O)C